[N+](=O)([O-])C1=C(C=CC=C1)S(=O)(=O)N1CCN(CC1)CC=1C=C(C(=O)O)C=CC1 3-((4-((2-nitrophenyl)sulfonyl)piperazin-1-yl)methyl)benzoic acid